2-{(SR)-3-[2-(1-{[3,5-Bis(difluoromethyl)-1H-pyrazol-1-yl]acetyl}piperidin-4-yl)-1,3-thiazol-4-yl]-4,5-dihydro-1,2-oxazol-5-yl}-3-chlorophenyl methanesulfonate CS(=O)(=O)OC1=C(C(=CC=C1)Cl)[C@@H]1CC(=NO1)C=1N=C(SC1)C1CCN(CC1)C(CN1N=C(C=C1C(F)F)C(F)F)=O |r|